2-(2-(5-hydroxypentyl)-2,8-diazaspiro[4.5]decan-8-yl)propane-1,3-diyl bis(2-heptylnonanoate) C(CCCCCC)C(C(=O)OCC(COC(C(CCCCCCC)CCCCCCC)=O)N1CCC2(CCN(C2)CCCCCO)CC1)CCCCCCC